N-[[6-(1,5-dimethylpyrazole-3-carbonyl)-6-azaspiro[2.5]octan-2-yl]methyl]furo[2,3-c]pyridine-2-carboxamide CN1N=C(C=C1C)C(=O)N1CCC2(C(C2)CNC(=O)C2=CC=3C(=CN=CC3)O2)CC1